citric acid-phenylalanine salt N[C@@H](CC1=CC=CC=C1)C(=O)O.C(CC(O)(C(=O)O)CC(=O)O)(=O)O